[2-[1-[3-[3-[4-[2-[5-(2-hexyldecoxy)-5-oxo-pentanoyl]oxyethyl]-1-piperidyl]propyldisulfanyl]propyl]-4-piperidyl]ethyl] O5-(2-hexyldecyl) pentanedioate C(CCCC(=O)OCC(CCCCCCCC)CCCCCC)(=O)OCCC1CCN(CC1)CCCSSCCCN1CCC(CC1)CCOC(CCCC(=O)OCC(CCCCCCCC)CCCCCC)=O